(1r,4r)-4-(((5-(2-(2-aminopyridin-3-yl)-5-phenyl-3H-imidazo[4,5-b]pyridin-3-yl)-6-methylpyridin-2-yl)amino)methyl)cyclohexane-1-carboxylic acid NC1=NC=CC=C1C1=NC=2C(=NC(=CC2)C2=CC=CC=C2)N1C=1C=CC(=NC1C)NCC1CCC(CC1)C(=O)O